bis(bicyclo[2.2.1]hept-5-en-2-ylmethoxy)diphenylsilane C12C(CC(C=C1)C2)CO[Si](C2=CC=CC=C2)(C2=CC=CC=C2)OCC2C1C=CC(C2)C1